1-(3-aminopropyl)-4-(4-(2-((1,3-dioxoisoindolin-2-yl)oxy)-2-phosphonoethoxy)-phenyl)-2-methyl-1H-pyrazol-2-ium triflate [O-]S(=O)(=O)C(F)(F)F.NCCCN1[N+](=CC(=C1)C1=CC=C(C=C1)OCC(P(=O)(O)O)ON1C(C2=CC=CC=C2C1=O)=O)C